C(C1=CC=CC=C1)(C1=CC=CC=C1)N1CCN(CC1)C(=O)C1=CN=CN1 (4-benzhydrylpiperazin-1-yl)(1H-imidazol-5-yl)methanone